ClC=1C=C2C(=NC(=NC2=C(C1C=1C(=CC=C2C=NNC12)C)F)N1CC(C1)N(C)C)N1CC2(CN(C2)C(C=C)=O)CC1 1-(6-(6-chloro-2-(3-(dimethylamino)azetidin-1-yl)-8-fluoro-7-(6-methyl-1H-indazol-7-yl)quinazolin-4-yl)-2,6-diazaspiro[3.4]octan-2-yl)prop-2-en-1-one